2-((4-((R)-2-(5-chloropyridin-2-yl)-2-methylbenzo[d][1,3]dioxol-4-yl)-3,3-difluoropiperidin-1-yl)methyl)-1-(((S)-oxetan-2-yl)methyl)-1H-benzo[d]imidazole-6-carboxylic acid ClC=1C=CC(=NC1)[C@]1(OC2=C(O1)C=CC=C2C2C(CN(CC2)CC2=NC1=C(N2C[C@H]2OCC2)C=C(C=C1)C(=O)O)(F)F)C